5-(2-(1-cyclobutyl-1H-pyrazol-4-yl)-5-isocyanatophenyl)-2-trityl-2H-tetrazole C1(CCC1)N1N=CC(=C1)C1=C(C=C(C=C1)N=C=O)C=1N=NN(N1)C(C1=CC=CC=C1)(C1=CC=CC=C1)C1=CC=CC=C1